(naphthylphenyl)(phenyl)indoloCarbazole C1(=CC=CC2=CC=CC=C12)C1=C(C=CC=C1)C=1C(=C2C(=CC1)N=C1C=CC3=C4C=CC=CC4=NC3=C12)C1=CC=CC=C1